ethyl 4'-((tert-butoxycarbonyl)amino)-2'-fluoro-2,3,4,5-tetrahydro-[1,1'-biphenyl]-4-carboxylate C(C)(C)(C)OC(=O)NC1=CC(=C(C=C1)C=1CCC(CC1)C(=O)OCC)F